2-[(2E)-2-(aminomethyl)-3-fluoroprop-2-en-1-yl]-6-(1,3-benzodioxol-5-yl)[1,2,4]triazolo[4,3-a]pyridin-3(2H)-one hydrochloride Cl.NC/C(/CN1N=C2N(C=C(C=C2)C2=CC3=C(OCO3)C=C2)C1=O)=C\F